Methyl ((S)-3-cyclopropyl-2-(2-((S)-5-oxo-1-(2,3,5-trifluorobenzyl)pyrrolidin-2-yl)acetamido)propanoyl)-L-phenylalaninate C1(CC1)C[C@@H](C(=O)N[C@@H](CC1=CC=CC=C1)C(=O)OC)NC(C[C@H]1N(C(CC1)=O)CC1=C(C(=CC(=C1)F)F)F)=O